4-tert-Octylphenol C(C)(C)(CC(C)(C)C)C1=CC=C(C=C1)O